2-(hexadecyldisulfanyl)ethyl hydrogen ((2-(6-amino-9H-purin-9-yl)ethoxy)methyl)phosphonate NC1=C2N=CN(C2=NC=N1)CCOCP(OCCSSCCCCCCCCCCCCCCCC)(O)=O